OC1=NC=CC(=C1)O 2,4-dihydroxypyridine